C1(=CC(=CC=C1)C=1C=NN(C1)C1=NC=2N(C(=C1)N1CCOCC1)N=C(C2)C2=CC=NC=C2)C 4-[5-[4-(m-tolyl)pyrazol-1-yl]-2-(4-pyridyl)pyrazolo[1,5-a]pyrimidin-7-yl]morpholine